1-(11Z-octadecenoyl)-2-tetracosanoyl-sn-glycero-3-phosphocholine CCCCCCCCCCCCCCCCCCCCCCCC(=O)O[C@H](COC(=O)CCCCCCCCC/C=C\CCCCCC)COP(=O)([O-])OCC[N+](C)(C)C